CC=1NC(=C(C1C(C)=O)C1=CC=CC=C1)C1=NC2=NC(=NC=C2N1)NC1CCN(CC1)C 1-(2-methyl-5-{2-[(1-methylpiperidin-4-yl)amino]-7H-purin-8-yl}-4-phenyl-1H-pyrrol-3-yl)ethan-1-one